CS1(NCC2=C1C=CC(=C2)C(=O)O)=O 1-methyl-1-oxo-3H-1,2-benzothiazole-5-carboxylic acid